(2-methyl-3-oxo-2,3,3a,7a-tetrahydrobenzo[d]isoxazol-5-yl)boronic acid CN1OC2C(C1=O)C=C(C=C2)B(O)O